NC1=C(C=CC(=C1)CCC1=CC=C(C=C1)C(F)(F)F)NC(CCC1CCCCC1)=O N-(2-Amino-4-(4-(trifluoromethyl)phenethyl)phenyl)-3-cyclohexylpropanamid